5-{[5-(fluoromethoxy)pyridin-2-yl]methoxy}-2-(1-methyl-6-oxo-1,6-dihydropyridazin-3-yl)-2,3-dihydro-1H-isoindol-1-one FCOC=1C=CC(=NC1)COC=1C=C2CN(C(C2=CC1)=O)C1=NN(C(C=C1)=O)C